Tert-butyl 4-(4-(3-(4-methoxybenzyl)-2,4-dioxotetrahydropyrimidin-1(2H)-yl)isoquinolin-7-yl)piperidine-1-carboxylate COC1=CC=C(CN2C(N(CCC2=O)C2=CN=CC3=CC(=CC=C23)C2CCN(CC2)C(=O)OC(C)(C)C)=O)C=C1